F[C@H]1[C@@H]2CCC[C@H](C[C@H]1OC1=CC=C(N=N1)C=1C=C3C=CC=NC3=CC1O)N2 6-(6-(((1s,2s,3r,5r)-2-fluoro-9-azabicyclo[3.3.1]non-3-yl)oxy)pyridazin-3-yl)quinolin-7-ol